N-(2-((2-((6-(4-acetylpiperazin-1-yl)-2-methoxypyridin-3-yl)amino)-5-chloropyrimidine-4-yl)amino)-5-fluorophenyl)methanesulfonamide C(C)(=O)N1CCN(CC1)C1=CC=C(C(=N1)OC)NC1=NC=C(C(=N1)NC1=C(C=C(C=C1)F)NS(=O)(=O)C)Cl